(1S,2S)-2-(3-(5-chloro-4-(5,5-dimethyl-5,6-dihydro-4H-pyrrolo[1,2-b]pyrazol-3-yl)pyridin-2-yl)ureido)-N-methylcyclopentane-1-carboxamide ClC=1C(=CC(=NC1)NC(N[C@@H]1[C@H](CCC1)C(=O)NC)=O)C1=C2N(N=C1)CC(C2)(C)C